NCC1=NN=CC2=CC=C(C=C12)C=1C=NC=C(C1)Cl 4-(aminomethyl)-6-(5-chloropyridin-3-yl)-phthalazin